C(#N)[C@H](C[C@H]1C(NCC1)=O)NC(=O)[C@@H]1[C@H]2C([C@H]2CN1C([C@@H](NC(C(F)(F)F)=O)CN1N=CC=C1)=O)(C)C (1r,2S,5S)-N-{(1S)-1-cyano-2-[(3S)-2-oxopyrrolidin-3-yl]ethyl}-6,6-dimethyl-3-[3-(1H-pyrazol-1-yl)-N-(trifluoroacetyl)-L-alaninyl]-3-azabicyclo[3.1.0]hexane-2-carboxamide